C(CCCCCCCCCCC)(=O)OCCOCC(OCCO)C1OCC(C1OCCO)OCCO 2-[2-[3,4-bis(2-hydroxyethoxy)oxolan-2-yl]-2-(2-hydroxyethoxy)ethoxy]ethyl dodecanoate